FC(C(=O)O)(F)F.N1CC(C1)NS(=O)(=O)C N-(azetidin-3-yl)methanesulfonamide trifluoroacetate